C(#N)C1=C(C=CC(=N1)C(=O)NC)N1CCN(CC1)CC=1C=NC(=CC1)NC(=O)NCC 6-cyano-5-(4-((6-(3-ethylureido)pyridin-3-yl)methyl)piperazin-1-yl)-N-methylpicolinamide